1-butyl-3-(2,6-dimethyl-14-tetradecyl-octacosan-9-yl)-1H-imidazol-3-ium chloride [Cl-].C(CCC)N1C=[N+](C=C1)C(CCC(CCCC(C)C)C)CCCCC(CCCCCCCCCCCCCC)CCCCCCCCCCCCCC